CC1=CC=C(C=N1)/C=C/CC(=O)O (E)-4-(6-methylpyridin-3-yl)but-3-enoic acid